(S)-N-(4-(4-amino-1-methyl-7-(1-(tetrahydro-2H-pyran-4-yl)-1H-pyrazol-4-yl)-1H-pyrazolo[4,3-c]pyridin-3-yl)-2-(1-(4-fluorophenyl)ethoxy)phenyl)ethane-sulfonamide NC1=NC=C(C2=C1C(=NN2C)C2=CC(=C(C=C2)NS(=O)(=O)CC)O[C@@H](C)C2=CC=C(C=C2)F)C=2C=NN(C2)C2CCOCC2